ClC=1C=C(C(=O)NC=2C=C(CNC3=C(C(=O)N)C=CC=C3)C=CC2)C=CC1 2-(3-(3-chlorobenzoylamino)benzylamino)benzamide